(R)-3-(1-Acryloylpyrrolidin-3-yl)-7-amino-1-(4-(3-fluorophenoxy)phenyl)-1,5-dihydro-4H-pyrazolo[3,4-d]pyridazin-4-on C(C=C)(=O)N1C[C@@H](CC1)C1=NN(C=2C(=NNC(C21)=O)N)C2=CC=C(C=C2)OC2=CC(=CC=C2)F